Dicyclohexylmethan diisocyanat [N-]=C=O.[N-]=C=O.C1(CCCCC1)CC1CCCCC1